FC=1C=C(C=CC1F)[C@@H](C)NC1=CC=C(C=N1)C=1C=NC=C(C1)C (R)-N-(1-(3,4-difluorophenyl)ethyl)-5'-methyl-[3,3'-bipyridin]-6-amine